methyl 5-[[4-carbamoyl-1-[trans-4-cyanotetrahydro-2H-pyran-3-yl]pyrazol-3-yl]amino]-2-(4,4,5,5-tetramethyl-1,3,2-dioxaborolan-2-yl)benzoate C(N)(=O)C=1C(=NN(C1)[C@@H]1COCC[C@H]1C#N)NC=1C=CC(=C(C(=O)OC)C1)B1OC(C(O1)(C)C)(C)C